4-(4-propenoyl-2-methylpiperazin-1-yl)-N-((R)-1-(methylamino)-1-oxo-3-phenylpropan-2-yl)nicotinamide C(C=C)(=O)N1CC(N(CC1)C1=CC=NC=C1C(=O)N[C@@H](C(=O)NC)CC1=CC=CC=C1)C